Tetrazolo[1,5-b]thieno[3,2-d]pyridazine N=1N=NN2N=CC3=C(C21)C=CS3